CC1=NN2C(N(C([C@H](CC2)NC(=O)C=2N=C3N(N2)CCC32CCOCC2)=O)C)=C1 N-[(6S)-2,4-dimethyl-5-oxo-7,8-dihydro-6H-pyrazolo[1,5-a][1,3]diazepin-6-yl]spiro[5,6-dihydropyrrolo[1,2-b][1,2,4]triazole-7,4'-tetrahydropyran]-2-carboxamide